NC(C(=O)O)CC1=CNC2=CC=CC=C12 amino-3-(1H-indole-3-yl)propionic acid